3-(1-methyl-6-(((S)-piperidin-3-yl)methoxy)-1H-indazol-3-yl)piperidine-2,6-dione hydrochloride Cl.CN1N=C(C2=CC=C(C=C12)OC[C@@H]1CNCCC1)C1C(NC(CC1)=O)=O